N-((2-chloro-5-methyl-thiazol-4-yl)methyl)-1-(5-methyl-2-((tetrahydro-2H-pyran-4-yl)amino)-pyrimidin-4-yl)-1H-imidazole-4-carboxamide ClC=1SC(=C(N1)CNC(=O)C=1N=CN(C1)C1=NC(=NC=C1C)NC1CCOCC1)C